N-(2-(2-(2-(2-(4-(2-chloro-10H-phenothiazine-10-carbonyl)phenoxy)ethoxy)ethoxy)ethoxy)ethyl)-3-(5H-pyrido[4,3-b]indol-7-yl)propenamide ClC1=CC=2N(C3=CC=CC=C3SC2C=C1)C(=O)C1=CC=C(OCCOCCOCCOCCNC(C=CC=2C=CC=3C4=C(NC3C2)C=CN=C4)=O)C=C1